COCCNC1=NC=CC=N1 2-((2-methoxyethyl)amino)pyrimidin